1,4-dioxan-2-yl ether O1C(COCC1)OC1OCCOC1